C(CCCCCCCCCC)OC(C1=CC=CC=C1)=O.C(C)O[Si](CCCN1CN(CC1)CCC[Si](OCC)(OCC)OCC)(OCC)OCC 1,3-bis[3-(triethoxysilyl)propyl]imidazolidine Undecyl-benzoate